ClC1=CC(=C(C=N1)C1=NC=CC(=C1)OC(F)F)N[C@H](CCO)C (S)-3-((6'-Chloro-4-(difluoromethoxy)-[2,3'-bipyridin]-4'-yl)amino)butan-1-ol